((3-hydroxypropyl)azanediyl)bis(decane-10,1-diyl) (2E,2'E)-bis(3-propylnon-2-enoate) C(CC)\C(=C/C(=O)OCCCCCCCCCCN(CCCCCCCCCCOC(C=C(CCCCCC)CCC)=O)CCCO)\CCCCCC